5-(3-isopropyl-2-(8-methoxy-[1,2,4]triazolo[1,5-a]pyridin-6-yl)-1H-indole-5-carbonyl)hexahydropyrrolo[3,4-c]pyrrole-2(1H)-carboxylic acid tert-butyl ester C(C)(C)(C)OC(=O)N1CC2CN(CC2C1)C(=O)C=1C=C2C(=C(NC2=CC1)C=1C=C(C=2N(C1)N=CN2)OC)C(C)C